4-(1,4-Diazepan-1-yl)-2-(2,4-difluorophenyl)phthalazin-1(2H)-one-hydrochloride Cl.N1(CCNCCC1)C1=NN(C(C2=CC=CC=C12)=O)C1=C(C=C(C=C1)F)F